2-(4-methylpiperazin-1-yl)-N-(4-(4,4,5,5-tetramethyl-1,3,2-dioxaborolan-2-yl)phenyl)acetamide B1(OC(C(O1)(C)C)(C)C)C2=CC=C(C=C2)NC(=O)CN3CCN(CC3)C